C1(CC1)CN(C1CCN(CC1)C(=O)OC(C)(C)C)C1=C(C=CC=C1)O tert-Butyl 4-((cyclopropylmethyl)(2-hydroxyphenyl)amino)piperidine-1-carboxylate